6-iodo-2,7-phenanthroline-1(2H)-one IC=1C=C2C=CNC(C2=C2C=CC=NC12)=O